2-((Benzo[d]thiazol-5-ylmethyl)((S)-1-((R)-tetrahydrofuran-2-yl)ethyl)amino)-2-oxoacetic acid methyl ester COC(C(=O)N([C@@H](C)[C@@H]1OCCC1)CC=1C=CC2=C(N=CS2)C1)=O